2-chloro-4-((3S)-1-(1-(2-hydroxy-3-methyl-2-(trifluoromethyl)butanoyl)piperidin-4-yl)pyrrolidin-3-ylamino)-N,N-dimethylbenzamide ClC1=C(C(=O)N(C)C)C=CC(=C1)N[C@@H]1CN(CC1)C1CCN(CC1)C(C(C(C)C)(C(F)(F)F)O)=O